C(C)OC(CC1(CCN(CC1)C(=O)OC(C)(C)C)C=O)=O tert-Butyl 4-(2-ethoxy-2-oxoethyl)-4-formylpiperidine-1-carboxylate